NC1C(NC(C1)=O)=O 3-amino-pyrrolidine-2,5-dione